FC1=CC=C(C=C1)[C@@]1(CNCC1)NS(=O)(=O)C1=CC=C(C=C1)OC(C)C (S)-N-(3-(4-fluorophenyl)pyrrolidin-3-yl)-4-isopropoxybenzenesulfonamide